ClC=1C=C2[C@](NC(NC2=CC1CC1=C(N=C(NC1=O)C)C)=O)(C(F)(F)F)C#CC1CC1 (S)-6-chloro-4-(cyclopropylethynyl)-7-((2,4-dimethyl-6-oxo-1,6-dihydropyrimidin-5-yl)methyl)-4-(trifluoromethyl)-3,4-dihydroquinazolin-2(1H)-one